1,2-bis-trimethylsilylethylene C[Si](C=C[Si](C)(C)C)(C)C